ClC1=CC=C(C=C1)NC(=O)N1[C@H](C[C@H](C1)O)C(=O)O (2R,4R)-1-(4-chlorophenyl-carbamoyl)-4-hydroxypyrrolidine-2-carboxylic acid